5-(2,2-difluoroethyl)-2-{2-methanesulfonylpyrrolo[2,1-f][1,2,4]triazin-7-yl}pyridine FC(CC=1C=CC(=NC1)C1=CC=C2C=NC(=NN21)S(=O)(=O)C)F